3-(5-(1-(3-(tert-butyl)benzyl)piperidin-4-yl)-1-oxoisoindolin-2-yl)piperidine-2,6-dione C(C)(C)(C)C=1C=C(CN2CCC(CC2)C=2C=C3CN(C(C3=CC2)=O)C2C(NC(CC2)=O)=O)C=CC1